[1-(4-bromopyrazol-1-yl)cyclopropyl]methanol BrC=1C=NN(C1)C1(CC1)CO